FC(S(=O)(=O)OC1=CC=C(C=C1)C=1C=2N(C=C(C1)C=1C=NN(C1)CC1COC1)N=CC2C#N)(F)F 4-(3-cyano-6-(1-(oxetane-3-ylmethyl)-1H-pyrazol-4-yl)pyrazolo[1,5-a]pyridin-4-yl)phenyl trifluoromethanesulfonate